FC(C(C)S(=O)(=O)O)(F)F.FC(C(C)S(=O)(=O)O)(F)F.C1(O)=CC=C(O)C=C1 hydroquinone bis(1-trifluoromethyl ethanesulfonate)